C(C)OC(CN1C=NN2C(C1=O)=C(C=C2I)C=2C=C(C=CC2)C)=O.C(C)C2(COC2)COCC2=CC=CC=C2 3-ethyl-3-[(phenylmethoxy)methyl]Oxetane ethyl-2-[7-iodo-5-(m-tolyl)-4-oxo-pyrrolo[2,1-f][1,2,4]triazin-3-yl]acetate